tert-butyl (2-(1,1-difluoroethyl)pyridin-4-yl)carbamate FC(C)(F)C1=NC=CC(=C1)NC(OC(C)(C)C)=O